C(#N)C1=CC2=C(N=C(N=C2)NC2=CC(=C(C=C2)N2C(CN(CC2)C(=O)OC(C)(C)C)=O)F)N(C1=O)C1CCCC1 tert-butyl 4-(4-((6-cyano-8-cyclopentyl-7-oxo-7,8-dihydropyrido[2,3-d]pyrimidin-2-yl)amino)-2-fluorophenyl)-3-oxopiperazine-1-carboxylate